N-((2-methoxy-5-(4-methyloxepan-4-yl)phenyl)sulfonyl)-5-(pyridin-2-yl)quinoline-2-carboxamide COC1=C(C=C(C=C1)C1(CCOCCC1)C)S(=O)(=O)NC(=O)C1=NC2=CC=CC(=C2C=C1)C1=NC=CC=C1